tert-butyl 7-[(1,3-dioxoisoindolin-2-yl) methyl]-8,8-difluoro-5-azaspiro[2.5]octane-5-carboxylate O=C1N(C(C2=CC=CC=C12)=O)CC1CN(CC2(CC2)C1(F)F)C(=O)OC(C)(C)C